ClC1=C(NC2=NN(C=3C2=NC=CC3)C)C=CC=C1C1=CC=CC=C1 3-(2-chloro-3-phenylanilino)-1-methylpyrazolo[4,5-b]pyridine